C1CC12OCCN(C2)C2=NC=1N(C=C2)N=CC1C(=O)N 5-(4-oxa-7-azaspiro[2.5]oct-7-yl)pyrazolo[1,5-a]pyrimidine-3-carboxamide